COC1=CC=C(C=C1)C=1OC2=CC(=C(C=C2C(C1)=O)C)C 2-(4-methoxyphenyl)-6,7-dimethyl-4H-chromen-4-one